tert-butyl (4-(aminomethyl)-3-fluoropyridin-2-yl)carbamate NCC1=C(C(=NC=C1)NC(OC(C)(C)C)=O)F